trifluoromethyl benzyl-seleno ether C(C1=CC=CC=C1)[Se]OC(F)(F)F